2-methyl-4-(3-methyl-6-nitro-2-oxo-benzoimidazol-1-yl)butanoic acid methyl ester COC(C(CCN1C(N(C2=C1C=C(C=C2)[N+](=O)[O-])C)=O)C)=O